7-chloro-3-(1-methyl-2,5-dihydro-1H-pyrrol-3-yl)-1H-indazole ClC=1C=CC=C2C(=NNC12)C=1CN(CC1)C